NC1=CC=C(C=C1)OC 4-aminoanisol